1-(1-((tetrahydro-2H-pyran-4-yl)methyl)piperidin-3-yl)-1,3-dihydro-2H-benzo[d]imidazol-2-one O1CCC(CC1)CN1CC(CCC1)N1C(NC2=C1C=CC=C2)=O